C(C1=CC=CC=C1)N1C(=CC=C1)C1CC(C(C(C1)=O)=CN(C)C)=O 5-(1-benzyl-1H-pyrrol-2-yl)-2-((dimethylamino)methylene)cyclohexane-1,3-dione